N-(3-(4-ethylpiperazin-1-yl)-4-fluorobenzyl)-3-((6-phenylpyridazin-3-yl)amino)benzamide C(C)N1CCN(CC1)C=1C=C(CNC(C2=CC(=CC=C2)NC=2N=NC(=CC2)C2=CC=CC=C2)=O)C=CC1F